N(=C=O)C1=C(C2=CC=CC=C2C=C1)C1=C(C=CC2=CC=CC=C12)N=C=O 2,2'-diisocyanato-1,1'-binaphthyl